2-(1H-pyrazole-3-yl)quinoline tert-butyl-(4-bromobenzyl)carbamate C(C)(C)(C)N(C(O)=O)CC1=CC=C(C=C1)Br.N1N=C(C=C1)C1=NC2=CC=CC=C2C=C1